CC=1C(=CC2=C(N(C(C3=C(N2)N=CC=C3)=O)CCC)C1)C 8,9-dimethyl-6-propyl-6,11-dihydro-5H-benzo[b]pyrido[2,3-e][1,4]diazepin-5-one